FC=1C2=C(C=NC1)N=C(N2)C=2C(=NON2)N 4-(7-fluoro-1H-imidazo[4,5-c]pyridin-2-yl)-1,2,5-oxadiazol-3-amine